C(CCC)NC(CSC=1OC(=C(N1)C1=CC=CC=C1)C1=CC=CC=C1)=O N-butyl-2-(4,5-diphenyl-oxazol-2-yl)sulfanyl-acetamide